2,3-diisopropylbutane-1,4-diyl bis(dimethylcarbamate) CN(C(OCC(C(COC(N(C)C)=O)C(C)C)C(C)C)=O)C